4-(5-bromo-6-methoxy-2H-indazol-2-yl)-3-fluoropiperidine-1-carboxylic acid tert-butyl ester C(C)(C)(C)OC(=O)N1CC(C(CC1)N1N=C2C=C(C(=CC2=C1)Br)OC)F